(ethylcyclopentadienyl)tetrakis(dimethylamino)hafnium C(C)C1(C=CC=C1)[Hf](N(C)C)(N(C)C)(N(C)C)N(C)C